N-[(1S,2S)-2-Hydroxycyclohexyl]-4-[4-(4-methylcarbamoylphenyl)-pyridin-3-yl-methyl]-pyrrolo[1,2-b]pyridazin-2-carboxamid O[C@@H]1[C@H](CCCC1)NC(=O)C=1C=C(C=2N(N1)C=CC2)CC=2C=NC=CC2C2=CC=C(C=C2)C(NC)=O